Cl[Mg]C(C)C.[Li] lithium chloro(isopropyl)magnesium